tert-butyl 4-[5-[1-[(2S,4R)-4-hydroxy-2-[[(1S)-1-[4-(4-methylthiazol-5-yl)phenyl]ethyl] carbamoyl]pyrrolidine-1-carbonyl]-2-methyl-propyl]isoxazol-3-yl]piperazine-1-carboxylate O[C@@H]1C[C@H](N(C1)C(=O)C(C(C)C)C1=CC(=NO1)N1CCN(CC1)C(=O)OC(C)(C)C)C(N[C@@H](C)C1=CC=C(C=C1)C1=C(N=CS1)C)=O